ClC=1C=CC=C2C(C=C(OC12)C1=C(OCCC(=O)O)C=C(C(=C1)OC)C)=O 3-[2-(8-chloro-4-oxo-chromen-2-yl)-4-methoxy-5-methyl-phenoxy]propanoic acid